5-((1H-1,2,3-triazol-1-yl)methyl)-8-bromo-2,2-dimethyl-4H-benzo[d][1,3]dioxin-4-one N1(N=NC=C1)CC1=CC=C(C=2OC(OC(C21)=O)(C)C)Br